O=C1N(C(CN1C1=CC=C(C=C1)C(F)(F)F)=O)CC1=CC(=C(OC(C(=O)OCC)(C)C)C=C1)Cl Ethyl 2-(4-((2,5-dioxo-3-(4-(trifluoromethyl)phenyl) imidazolin-1-yl)methyl)-2-chlorophenoxy)-2-methylpropionate